C(C)(C)C1=CC(=NC=C1)NC=1C=C2C=CNC2=CC1 N-(4-isopropylpyridin-2-yl)-1H-indol-5-amine